ClC1=C(C=NC2=CC=C(C=C12)OC)CC1N(CCC1)CC1=CC=C(C=C1)OC 4-chloro-6-methoxy-3-((1-(4-methoxybenzyl)pyrrolidin-2-yl)methyl)quinoline